N-(2-fluoro-4-(3-methoxyazetidin-1-yl)benzyl)-2-(9-(pyridin-2-yl)-6-oxaspiro[4.5]decan-9-yl)ethylamine FC1=C(CNCCC2(CCOC3(CCCC3)C2)C2=NC=CC=C2)C=CC(=C1)N1CC(C1)OC